4-amino-2-methanesulfonyl-1,3-thiazole-5-carboxylic acid ethyl ester C(C)OC(=O)C1=C(N=C(S1)S(=O)(=O)C)N